C(C)(=O)O[C@@H]([C@@H]([C@H](C=O)O)O)[C@H](O)CO 4-O-acetylglucose